(R)-4-(2-chloro-7-(1-methyl-1,2,3,6-tetrahydropyridin-4-yl)thieno[3,2-d]Pyrimidin-4-yl)-3-methylmorpholine ClC=1N=C(C2=C(N1)C(=CS2)C=2CCN(CC2)C)N2[C@@H](COCC2)C